6-((1R,2R)-2-(1H-pyrazol-1-yl)cyclobutyl)-4-oxo-1-((R)-1-(tetrahydro-2H-pyran-4-yl)ethyl)-4,5-dihydro-1H-pyrazolo[3,4-d]pyrimidine-3-carbonitrile N1(N=CC=C1)[C@H]1[C@@H](CC1)C=1NC(C2=C(N1)N(N=C2C#N)[C@H](C)C2CCOCC2)=O